3-amino-2-methyltetrahydrothiophene 1,1-dioxide hydrochloride Cl.NC1C(S(CC1)(=O)=O)C